C(C)(C)(C)OC(=O)N[C@@H](C)C=1C=C(C=CC1)C=1C=C2C=C(C(=NC2=CC1)N1CCN(CC1)C(=O)OC(C)(C)C)Cl tert-butyl 4-[6-[3-[(1S)-1-(tert-butoxycarbonylamino)ethyl]phenyl]-3-chloro-2-quinolyl]piperazine-1-carboxylate